COCCN1C[C@@H](NCC1)C (S)-1-(2-methoxyethyl)-3-methylpiperazine